4-(4-trifluoromethylbenzyl)-7-(3-cyanobenzyl)-6,7,8,9-tetrahydropyrido[3,4-e][1,2,4]triazolo[1,5-a]pyrimidin-5(4H)-one FC(C1=CC=C(CN2C=3N(C4=C(C2=O)CN(CC4)CC4=CC(=CC=C4)C#N)N=CN3)C=C1)(F)F